FC=1C(=C(N)C=CC1F)C 3,4-Difluoro-2-methylaniline